The molecule is a pyridinium cation with a methyl substituent at the 1-position and a 4-(dihexadecylamino)styryl substituent at the 4-position. It has a role as a fluorochrome. It is a pyridinium ion and a tertiary amine. CCCCCCCCCCCCCCCCN(CCCCCCCCCCCCCCCC)C1=CC=C(C=C1)/C=C/C2=CC=[N+](C=C2)C